(2E)-N-cycloheptyl-3-(2-nitrophenyl)prop-2-enamide 5-Amino-Valerat NCCCCC(=O)O.C1(CCCCCC1)NC(\C=C\C1=C(C=CC=C1)[N+](=O)[O-])=O